N-[2-(3-{[tert-butyl(dimethyl)silyl]oxy}propyl)-6-(2-hydroxypropan-2-yl)-2H-indazol-5-yl]-6-(difluoromethyl)pyridine-2-carboxamide [Si](C)(C)(C(C)(C)C)OCCCN1N=C2C=C(C(=CC2=C1)NC(=O)C1=NC(=CC=C1)C(F)F)C(C)(C)O